FC=1C=C(C=CC1)[C@H](CNC1(CCN(CC1)S(=O)(=O)CC(=O)OC)C)O methyl (R)-2-((4-((2-(3-fluorophenyl)-2-hydroxyethyl)amino)-4-methylpiperidin-1-yl)sulfonyl)acetate